Isopropylaminotriethylsilane C(C)(C)N[Si](CC)(CC)CC